C(C)(C)(C)OC(=O)N1CCC2(CC(CO2)N2C=NC3=CC=C(C(=C3C2=O)[N+](=O)[O-])OC2=C(C(=CC=C2F)F)C#N)CC1.CC1(CCC1)NC(=O)C=1N=NC=CC1 N-(1-methylcyclobutyl)pyridazine-3-carboxamide tert-butyl-3-[6-(2-cyano-3,6-difluoro-phenoxy)-5-nitro-4-oxo-quinazolin-3-yl]-1-oxa-8-azaspiro[4.5]decane-8-carboxylate